C1=CC=CC=2C3=CC=CC=C3C(C12)COC(=O)NC(C(=O)O)CC1=CC(=C(C=C1)F)C 2-((((9H-fluoren-9-yl)methoxy)carbonyl)amino)-3-(4-fluoro-3-methylphenyl)propanoic acid